COC1=C(C=CC=2C=3N(C(=NC12)N)CCN3)OCCCN3CCOCC3 7-methoxy-8-[3-(morpholin-4-yl)-propoxy]-2,3-dihydroimidazo[1,2-c]quinazolin-5-amine